C(C)(=O)OCCOCCOC 2-(2-methoxyethoxy)Ethyl acetate